Cl.CC(C#C\C=C/CN(C1=CC=CC2=CC=CC=C12)C)(C)C (Z)-N-(6,6-dimethylhept-2-en-4-ynyl)-N-methyl-1-naphthamine hydrochloride